1,4-dibromo-2,5-difluoro-3-iodobenzene BrC1=C(C(=C(C(=C1)F)Br)I)F